2-((5-chloropyridin-3-yl)methyl)-6-(6-(difluoromethoxy)pyridin-3-yl)pyridazin ClC=1C=C(C=NC1)CN1NC(=CC=C1)C=1C=NC(=CC1)OC(F)F